1-benzyl 4-(tert-butyl) 2-(((1-(methoxycarbonyl)cyclopropyl)(methyl)amino)methyl)piperazine-1,4-dicarboxylate COC(=O)C1(CC1)N(C)CC1N(CCN(C1)C(=O)OC(C)(C)C)C(=O)OCC1=CC=CC=C1